4-ethoxy-1,1,1-trifluoro-3-methyl-but-3-en-2-one C(C)OC=C(C(C(F)(F)F)=O)C